N-(1-cyclopropyl-3-(methylsulfonyl)allyl)-6-(1,1-difluoroethyl)-5-fluoro-2-phenoxynicotinamide C1(CC1)C(C=CS(=O)(=O)C)NC(C1=C(N=C(C(=C1)F)C(C)(F)F)OC1=CC=CC=C1)=O